(S)-(1-(5,7-dichloro-8-fluoro-2-(methylthio)pyrido[4,3-d]pyrimidin-4-yl)piperidin-3-yl)carbamic acid tert-butyl ester C(C)(C)(C)OC(N[C@@H]1CN(CCC1)C=1C2=C(N=C(N1)SC)C(=C(N=C2Cl)Cl)F)=O